4-chloro-2-methylphenol sodium salt [Na].ClC1=CC(=C(C=C1)O)C